7-((1-(4-cyano-3-fluorophenyl)pyrrolidin-3-yl)amino)thieno[3,2-b]pyridine-6-carboxamide C(#N)C1=C(C=C(C=C1)N1CC(CC1)NC1=C2C(=NC=C1C(=O)N)C=CS2)F